N1-methyl-4-(6-(7-methyl-9-oxa-3,7-diazabicyclo[3.3.1]nonan-3-yl)[1,2,4]triazolo[1,5-a]pyridin-2-yl)-2,7-naphthyridine-1,6-diamine CNC1=NC=C(C2=CC(=NC=C12)N)C1=NN2C(C=CC(=C2)N2CC3CN(CC(C2)O3)C)=N1